O[C@@H](CC(=O)OCC([C@H](C(=O)NCCC(=O)N)OC(C[C@@H](C)O)=O)(C)C)C [(3R)-4-[(3-amino-3-oxo-propyl)amino]-3-[(3R)-3-hydroxybutanoyl]oxy-2,2-dimethyl-4-oxo-butyl] (3R)-3-hydroxybutanoate